N-(4-chloro-3-methylpyridin-2-yl)acetamide Tert-butyl-5-[[3,5-difluoro-4-[(4-nitrophenoxy)carbonylamino]phenyl]sulfonyl-[(4-methoxyphenyl)methyl]amino]thiazole-4-carboxylate C(C)(C)(C)OC(=O)C=1N=CSC1N(CC1=CC=C(C=C1)OC)S(=O)(=O)C1=CC(=C(C(=C1)F)NC(=O)OC1=CC=C(C=C1)[N+](=O)[O-])F.ClC1=C(C(=NC=C1)NC(C)=O)C